C1C(CC2=CC=CC=C12)NC1=NC=C(C=N1)C1=NN=C(O1)CC(=O)N1CC2=C(CC1)C=NN2 2-(5-{2-[(2,3-dihydro-1H-inden-2-yl)amino]pyrimidin-5-yl}-1,3,4-oxadiazol-2-yl)-1-{1H,4H,5H,6H,7H-pyrazolo[3,4-c]pyridin-6-yl}ethan-1-one